(4Z,7Z,10Z,13Z,16Z,19Z)-docosa-4,7,10,13,16,19-hexaenoic acid C(CC\C=C/C\C=C/C\C=C/C\C=C/C\C=C/C\C=C/CC)(=O)O